C(C)(C)[C@H]1CC[C@H](CC1)OCC1=NC=CC=C1B1OC(C(O1)(C)C)(C)C 2-((((CIS)-4-isopropylcyclohexyl)oxy)methyl)-3-(4,4,5,5-tetramethyl-1,3,2-dioxaborolan-2-yl)pyridine